12-hydroxy-11-mesityl-1,4-dioxa-9-azadispiro[4.2.4.2]tetradec-11-en-10-one OC1=C(C(NC12CCC1(OCCO1)CC2)=O)C2=C(C=C(C=C2C)C)C